NC=1C(=C(C(=CC1N)C)O)[N+](=O)[O-] 3,4-diamino-2-nitro-6-methylphenol